1-(4-((3-amino-6-(2-hydroxyphenyl)pyridazin-4-yl)ethynyl)phenyl)piperidin-4-one NC=1N=NC(=CC1C#CC1=CC=C(C=C1)N1CCC(CC1)=O)C1=C(C=CC=C1)O